5-[[4-(2-hydroxyethyl)phenoxy]methyl]-3-methyl-1-(p-tolyl)pyrazole OCCC1=CC=C(OCC2=CC(=NN2C2=CC=C(C=C2)C)C)C=C1